5-Chloro-3-pentenoate ClCC=CCC(=O)[O-]